1'-(2-nitro-4-(trifluoromethyl)phenyl)spiro[isobenzofuran-1,4'-piperidine] [N+](=O)([O-])C1=C(C=CC(=C1)C(F)(F)F)N1CCC2(CC1)OCC1=CC=CC=C12